7-(((cis)-3-Ethoxycyclobutyl)amino)-5,6-difluoro-2-(((tetrahydro-2H-pyran-4-yl)thio)methyl)quinazolin-4(3H)-one C(C)O[C@H]1C[C@H](C1)NC1=C(C(=C2C(NC(=NC2=C1)CSC1CCOCC1)=O)F)F